C(C)(=O)N[C@H](CC(=O)O)C (3S)-3-(ACETYLAMINO)BUTANOIC ACID